4-((2-methylpyridin-4-yl)oxy)benzonitrile CC1=NC=CC(=C1)OC1=CC=C(C#N)C=C1